perfluoro vinyl ether phosphonate P(O)(O)=O.C(=C)OF